methyl 4-((3,5-bis(trifluoromethyl)phenyl)sulfonamido)-3-methylbenzoate FC(C=1C=C(C=C(C1)C(F)(F)F)S(=O)(=O)NC1=C(C=C(C(=O)OC)C=C1)C)(F)F